1-(4-(3-((4-amino-5-(4-chloro-3-methoxyphenyl)-7-methyl-7H-pyrrolo[2,3-d]pyrimidin-6-yl)ethynyl)azetidin-1-yl)piperidin-1-yl)prop-2-en-1-one NC=1C2=C(N=CN1)N(C(=C2C2=CC(=C(C=C2)Cl)OC)C#CC2CN(C2)C2CCN(CC2)C(C=C)=O)C